ClC=1C=C(NC2(CCC3(C(=CC4=CC(=C(C=C34)C=O)F)C[C@H](COCC3=CC=C(C=C3)OC)C)CC2)C(=O)OC)C=CC1 methyl (1r,4R)-4-(3-chloroanilino)-5'-fluoro-6'-formyl-2'-{(2R)-3-[(4-methoxyphenyl)methoxy]-2-methylpropyl}spiro[cyclohexane-1,1'-indene]-4-carboxylate